5-bromo-N-(6-bromo-3-carbamoyl-1-chloro-2-naphthyl)-2-(3-chloro-2-pyridinyl)pyrazole-3-carboxamide BrC=1C=C(N(N1)C1=NC=CC=C1Cl)C(=O)NC1=C(C2=CC=C(C=C2C=C1C(N)=O)Br)Cl